CC1=CN=C2C(=NC(=NC2=N1)N1C[C@@H](OCC1)C=1C=NN(C1)C)[C@@H]1C[C@H](C1)C(F)(F)F 7-methyl-2-((2S)-2-(1-methyl-1H-pyrazol-4-yl)-4-morpholinyl)-4-(trans-3-(trifluoromethyl)cyclobutyl)pteridine